2-((6,7-dichloro-2-(2-methoxyacetyl)-10-(1H-pyrazol-4-yl)-1,2,3,4-tetrahydropyrazino[1,2-a]indol-9-yl)oxy)acetonitrile ClC1=C(C=C(C=2C(=C3N(C12)CCN(C3)C(COC)=O)C=3C=NNC3)OCC#N)Cl